4-(4-(6-propenoyl-2,6-diazaspiro[3.3]heptan-2-yl)phenyl)-6-(1-methyl-1H-pyrazol-4-yl)pyrazolo[1,5-a]pyridine-3-carbonitrile C(C=C)(=O)N1CC2(CN(C2)C2=CC=C(C=C2)C=2C=3N(C=C(C2)C=2C=NN(C2)C)N=CC3C#N)C1